CC1NCC1CS(=O)(=O)C 2-methyl-3-((methanesulfonyl)methyl)azetidin